C(=O)[C@H]1N(CC(C1)C1=CC=C(C=C1)C(F)(F)F)C1=CC=C(C#N)C=C1 4-((2S)-2-formyl-4-(4-(trifluoromethyl)phenyl)pyrrolidin-1-yl)benzonitrile